O-methyl-xylofuranosyluridine CO[C@H]1[C@@](O[C@@H]([C@H]1O)CO)(N1C(=O)NC(=O)C=C1)C1[C@H](O)[C@@H](O)[C@H](O1)CO